ClC=1C=C2C=NN(C2=CC1C#CCC(C)(C)OC)C1OCCCC1 5-chloro-6-(4-methoxy-4-methyl-pent-1-ynyl)-1-tetrahydropyran-2-yl-indazole